N-((4-Fluoro-2,6-diisopropylphenyl)-carbamoyl)octahydro-2H-pyrido[1,2-a]pyrazin-2-sulfonamid FC1=CC(=C(C(=C1)C(C)C)NC(=O)NS(=O)(=O)N1CC2N(CC1)CCCC2)C(C)C